FC=1C=C2C(C(=CN(C2=CC1N1[C@H](CC(C1)C)COC1=NC=CC=C1C)C1=CC=C(C=C1)O)C(=O)O)=O 6-fluoro-1-(4-hydroxyphenyl)-7-[(2R)-4-methyl-2-[[(3-methylpyridin-2-yl)oxy]methyl]pyrrolidin-1-yl]-4-oxoquinoline-3-carboxylic acid